(E)-1-((4-methylbenzylidene)amino)tetrahydropyrimidin-2(1H)-one CC1=CC=C(\C=N\N2C(NCCC2)=O)C=C1